1,10-undecanediol C(CCCCCCCCC(C)O)O